Ethyl-3-methyl-N-phenyl-pyrazol-4-amine C(C)C1=C(C(=NN1)C)NC1=CC=CC=C1